N=1C(CCC(C1)=O)=O pyridine-2,5(3h,4h)-dione